methyl 1-((1-(2-chlorophenyl) piperidin-4-yl) methyl)-4-hydroxy-2-oxo-1,2-dihydroquinoline-3-carboxylate ClC1=C(C=CC=C1)N1CCC(CC1)CN1C(C(=C(C2=CC=CC=C12)O)C(=O)OC)=O